7-(4-((6-methylpyridin-2-yl)oxy)phenyl)-6-(4-nitrophenyl)-1,2,3,4-tetrahydropyrrolo[1,2-a]pyrazine-8-carbonitrile CC1=CC=CC(=N1)OC1=CC=C(C=C1)C=1C(=C2N(CCNC2)C1C1=CC=C(C=C1)[N+](=O)[O-])C#N